6-chloro-N-cyclopentyl-4-(3-methoxy-1-(4-methyl-4H-1,2,4-triazol-3-yl)cyclobutyl)pyridin-2-amine ClC1=CC(=CC(=N1)NC1CCCC1)C1(CC(C1)OC)C1=NN=CN1C